Cl.NCCCOC1=CC=C(C=C1)C=1SC(=CN1)CNC(=O)C1=CC2=C(S(C3=C(C(N2)=O)C=CC=C3)(=O)=O)C=C1 N-((2-(4-(3-aminopropoxy)phenyl)thiazol-5-yl)methyl)-11-oxo-10,11-dihydrodibenzo[b,f][1,4]thiazepine-8-carboxamide 5,5-dioxide hydrochloride